6-[1-[tert-butyl(dimethyl)silyl]oxy-1-methyl-ethyl]pyridazin-4-amine [Si](C)(C)(C(C)(C)C)OC(C)(C)C1=CC(=CN=N1)N